C(CCCCCCC\C=C/C\C=C/CCCCC)OCC(COCCCCCCCC)N1CCCC1 1-{2-[(9Z,12Z)-Octadeca-9,12-dien-1-yloxy]-1-[(octyloxy)methyl]ethyl}pyrrolidine